C(C)N1C(=NN(C1=O)C=1C(=[N+](C2=CC(=CC=C2C1C(C)C)F)[O-])C1=C(C=CC=C1)C)CO (4-Ethyl-3-(hydroxymethyl)-5-oxo-4,5-dihydro-1H-1,2,4-triazol-1-yl)-7-fluoro-4-isopropyl-2-(o-tolyl)quinoline-1-oxide